2-ethyl-cresol C(C)C1(CC=CC=C1O)C